N1(CCOCC1)CC1(CCCC1)NC(=O)C=1C=2C[C@@H]3[C@H](C2N(N1)C1=C(C=C(C=C1)F)F)C3 (1aR,5aR)-2-(2,4-Difluorophenyl)-1a,2,5,5a-tetrahydro-1H-2,3-diaza-cyclopropa[a]pentalene-4-carboxylic acid (1-morpholin-4-ylmethyl-cyclopentyl)-amide